COCOC1=C(C(=CC(=C1)C(F)(F)F)C)C1=CC2=C(N=N1)N(CC2)[C@H]2CN(CCC2)CC(C)(O)C 1-[(3R)-3-{3-[2-(methoxymethoxy)-6-methyl-4-(trifluoromethyl)phenyl]-5,6-dihydro-7H-pyrrolo[2,3-c]pyridazin-7-yl}piperidin-1-yl]-2-methylpropan-2-ol